(S)-N'-((8-cyano-1,2,3,5,6,7-hexahydro-s-indacen-4-yl)carbamoyl)-5-(hydroxymethyl)-1-isopropyl-1H-pyrazole-3-sulfonimidamide C(#N)C=1C=2CCCC2C(=C2CCCC12)NC(=O)N=[S@@](=O)(N)C1=NN(C(=C1)CO)C(C)C